(R)-isopropyl 2-(2-(((1-(6-benzamido-9H-purin-9-yl)propan-2-yl)oxy)methyl)-2-oxo-1,3,2-dioxaphosphinan-5-yl)acetate C(C1=CC=CC=C1)(=O)NC1=C2N=CN(C2=NC=N1)C[C@@H](C)OCP1(OCC(CO1)CC(=O)OC(C)C)=O